1,3-bis(1-isocyanatomethyl)benzene N(=C=O)CC1=CC(=CC=C1)CN=C=O